CC(CCS(=O)(=O)C1=CC=C(C=C1)C#CC(C)(C)NC(OC1CN2CCC1CC2)=O)(C)C Quinuclidin-3-yl (4-(4-((3,3-dimethylbutyl)sulfonyl)phenyl)-2-methylbut-3-yn-2-yl)carbamate